methyl-1,7-diazaspiro[4.4]nonan CN1CCCC12CNCC2